4-(2-{2,8-diazaspiro[4.5]decan-2-yl}-5-(4-methylphenyl)pyrimidin-4-yl)benzonitrile C1N(CCC12CCNCC2)C2=NC=C(C(=N2)C2=CC=C(C#N)C=C2)C2=CC=C(C=C2)C